C(C)(=O)OC1CCC=2C1=NC=C(C2N2C[C@H](C[C@H](C2)C)NC(=O)OC(C)(C)C)[N+](=O)[O-] 4-{(3S,5R)-3-[(tert-butoxycarbonyl)amino]-5-methylpiperidin-1-yl}-3-nitro-6,7-dihydro-5H-cyclopenta[b]pyridin-7-yl acetate